3-{7-[5-Bromo-4-(2-methylcarbamoyl-phenylamino)-pyrimidin-2-ylamino]-3,4-dihydro-1H-isoquinolin-2-yl}-propionic acid BrC=1C(=NC(=NC1)NC1=CC=C2CCN(CC2=C1)CCC(=O)O)NC1=C(C=CC=C1)C(NC)=O